CC1=CC=C(C=C1)[IH+] (4'-methylphenyl)iodonium